menthyl-acrylic acid C1(CC(C(CC1)C(C)C)C(C(=O)O)=C)C